N-(6-(1-Isopropyl-1H-pyrazol-3-yl)-5-methyl-2-(1-methyl-1H-imidazol-2-yl)pyrrolo[2,1-f][1,2,4]triazin-4-yl)-4-(methoxymethyl)thiazol-2-amine C(C)(C)N1N=C(C=C1)C=1C(=C2C(=NC(=NN2C1)C=1N(C=CN1)C)NC=1SC=C(N1)COC)C